4,4-difluoro-2-(4-fluorophenyl)-N-[4-(6-fluoro-3-phenyl-1H-pyrrolo[3,2-b]pyridin-2-yl)pyridin-2-yl]butanamide FC(CC(C(=O)NC1=NC=CC(=C1)C1=C(C2=NC=C(C=C2N1)F)C1=CC=CC=C1)C1=CC=C(C=C1)F)F